N[C@@H]1[C@H]2N(C[C@@H]1CC2)C=2N(C(C1=C(N2)NN=C1C1=C(C2=C(N(N=C2C=C1)C)Cl)Cl)=O)C |r| Rac-6-((1S,4S,7S)-7-amino-2-azabicyclo[2.2.1]heptan-2-yl)-3-(3,4-dichloro-2-methyl-2H-indazol-5-yl)-5-methyl-1,5-dihydro-4H-pyrazolo[3,4-d]pyrimidin-4-one